5,6-diphenyl-2-(9-phenylcarbazol-3-yl)benzo[c][1,2]benzazaphosphinine 6-oxide C1(=CC=CC=C1)N1P(C2=C(C3=C1C=CC(=C3)C=3C=CC=1N(C4=CC=CC=C4C1C3)C3=CC=CC=C3)C=CC=C2)(C2=CC=CC=C2)=O